6-Methoxy-N-(5-(methylthio)-1,3,4-thiadiazol-2-yl)-4,5-dihydronaphtho[1,2-c]isoxazole-3-carboxamide COC1=C2CCC=3C(=NOC3C(=O)NC=3SC(=NN3)SC)C2=CC=C1